trans-4-(((4-(4-(trifluoromethyl)phenyl)phthalazin-1-yl)amino)methyl)tetrahydro-2H-pyran-3,4-diol FC(C1=CC=C(C=C1)C1=NN=C(C2=CC=CC=C12)NC[C@@]1([C@@H](COCC1)O)O)(F)F